C(#N)C1=C2CCN(CC2=CC=C1)C1=CC=CC(=N1)N1CCN(CC1)CC1=NC2=C(N1C[C@H]1OCC1)C=C(C=C2)C(=O)O (S)-2-((4-(6-(5-cyano-3,4-dihydroisoquinolin-2(1H)-yl)pyridin-2-yl)piperazin-1-yl)methyl)-1-(oxetan-2-ylmethyl)-1H-benzo[d]imidazole-6-carboxylic acid